[Si](C)(C)(C(C)(C)C)OC(CF)(C)C1=NC=CC(=C1)NC(OCC1=CC=CC=C1)=O benzyl (2-(2-((tert-butyldimethylsilyl)oxy)-1-fluoropropan-2-yl)pyridin-4-yl)carbamate